FC1=C(C=CC(=C1)C(F)(F)F)C1=NC(=NC2=NC(=C(N=C12)C)C)[C@H]1C[C@H](OCC1)C=1C(N(C=CC1)C)=O 3-((2S,4R)-4-(4-(2-fluoro-4-(trifluoromethyl)phenyl)-6,7-dimethylpteridin-2-yl)tetrahydro-2H-pyran-2-yl)-1-methylpyridin-2(1H)-one